1-({3-[bis(2-hydroxyhexadecyl)amino]-2-ethoxypropyl}[2-(4-{3-[bis(2-hydroxyhexadecyl)amino]-2-ethoxypropyl}piperazin-1-yl)ethyl]amino)hexadecan-2-ol OC(CN(CC(CN(CC(CCCCCCCCCCCCCC)O)CCN1CCN(CC1)CC(CN(CC(CCCCCCCCCCCCCC)O)CC(CCCCCCCCCCCCCC)O)OCC)OCC)CC(CCCCCCCCCCCCCC)O)CCCCCCCCCCCCCC